C=1(C(=CC=C2C3=CC=CC=C3C=CC12)C(=O)O)C(=O)NN phenanthrene-1,2-dicarboxylic hydrazide